N1N=CC2=CC=C(C=C12)OC[C@H]1O[C@H]([C@@H]([C@@]1(O)C)O)N1C=CC2=C1N=CN=C2N (2R,3S,4R,5R)-2-(((1H-indazol-6-yl)oxy)methyl)-5-(4-amino-7H-pyrrolo[2,3-d]pyrimidin-7-yl)-3-methyltetrahydrofuran-3,4-diol